N1CCC2=CC=CC=C12 aza-indane